6-(2-(6-(trifluoromethyl)imidazo[1,2-a]pyridin-3-yl)pyrimidin-4-yl)-2,6-diazaspiro[3.5]nonane-2-carboxylic acid tert-butyl ester C(C)(C)(C)OC(=O)N1CC2(C1)CN(CCC2)C2=NC(=NC=C2)C2=CN=C1N2C=C(C=C1)C(F)(F)F